(R)-5-(6-(2-benzyl-4-(methylsulfonyl)piperazin-1-yl)-1-methyl-1H-pyrazolo[3,4-d]pyrimidin-3-yl)-2,4-difluoro-3-methoxybenzonitrile C(C1=CC=CC=C1)[C@H]1N(CCN(C1)S(=O)(=O)C)C1=NC=C2C(=N1)N(N=C2C=2C(=C(C(=C(C#N)C2)F)OC)F)C